ClC=1C(=CC2=C(N(C[C@H](N(S2(=O)=O)C)C2CCCCC2)C2=CC=CC=C2)C1)C=1C(=C(C(=O)OC)C=CC1)C methyl (R)-3-(7-chloro-3-cyclohexyl-2-methyl-1,1-dioxido-5-phenyl-2,3,4,5-tetrahydrobenzo[f][1,2,5]thiadiazepin-8-yl)-2-methylbenzoate